(E)-4-(1H-pyrazol-1-yl)but-2-enoic acid N1(N=CC=C1)C/C=C/C(=O)O